C(CCCCCCCCCCCCCCC)(=O)O.C(C1=CC=C(C=C1)OC)(=O)N p-anisamide palmitate